4-hydroxycyclohexylcarboxylic acid methyl ester COC(=O)C1CCC(CC1)O